ClC1=C(C=CC=C1Cl)N1N=C2N=C(N=CC2=C1)SC 2-(2,3-dichlorophenyl)-6-(methylthio)-2H-pyrazolo[3,4-d]pyrimidine